(RS)-4-(2-acryloyl-1,2,3,4-tetrahydroisoquinolin-5-yl)-5-fluoro-2-(4-fluorophenyl)-3-methyl-1H-indole-7-carboxamide C(C=C)(=O)N1CC2=CC=CC(=C2CC1)C1=C2C(=C(NC2=C(C=C1F)C(=O)N)C1=CC=C(C=C1)F)C